NCCNC=1NCC(N1)C=1C=C2CC[C@@H](OC2=CC1)[C@](C(=O)OC(C)(C)C)(C)ON tert-butyl (2S)-2-((2R)-6-(2-((2-aminoethyl)amino)-4,5-dihydro-1H-imidazol-4-yl)chroman-2-yl)-2-(aminooxy)propanoate